ClC=1C=C(C(=NC1)OC1=CC(=CC(=C1)F)Cl)C(=O)N[C@@H](C)C1=CC=C(C(=O)O)C=C1 4-[(1S)-1-({[5-chloro-2-(3-chloro-5-fluorophenoxy)pyridin-3-yl]carbonyl}amino)ethyl]benzoic acid